2-acetonylnitrobenzene C(C(=O)C)C1=C(C=CC=C1)[N+](=O)[O-]